C(CCCCCCCCCCCCCCC(C)C)(=O)O.C(CCCCCCCCCCCCC)(=O)O.OCC(O)CO.OCC(O)CO diglycerol myristate isostearate